methyl (2-methyl-2-phenylpropyl)carbamate CC(CNC(OC)=O)(C)C1=CC=CC=C1